sec-hexyl n-hexanoate C(CCCCC)(=O)OC(C)CCCC